COC1=CC=C(C=N1)CCCO 3-(6-methoxy-3-pyridinyl)propan-1-ol